N-(3-chloro-4-fluorophenyl)-N-((5-(5-(difluoromethyl)1,3,4-oxadiazol-2-yl)pyridin-2-yl)methyl)-2-(4-fluoropiperidin-1-yl)ethane-1-sulfonamide ClC=1C=C(C=CC1F)N(S(=O)(=O)CCN1CCC(CC1)F)CC1=NC=C(C=C1)C=1OC(=NN1)C(F)F